COC1=C(OC2CCN(CC2)C2=C(C(N(C3=CC=C(C=C23)C)C)=O)C(=O)N)C=CC=C1 4-(2-methoxyphenoxy)piperidin-1-yl-1,6-dimethyl-2-oxo-1,2-dihydroquinoline-3-carboxamide